N-(4-(9,9-diphenyl-9H-fluoren-2-yl)phenyl)-2-(phenanthren-9-yl)aniline C1(=CC=CC=C1)C1(C2=CC=CC=C2C=2C=CC(=CC12)C1=CC=C(C=C1)NC1=C(C=CC=C1)C=1C2=CC=CC=C2C=2C=CC=CC2C1)C1=CC=CC=C1